5-(2-(isopropylamino)-7H-pyrrolo[2,3-d]pyrimidin-5-yl)-N-(pyridin-3-yl)pyrazolo[1,5-a]pyridine-3-carboxamide C(C)(C)NC=1N=CC2=C(N1)NC=C2C2=CC=1N(C=C2)N=CC1C(=O)NC=1C=NC=CC1